N-(5-bromo-3-(5-chloro-1H-pyrrolo[2,3-b]pyridine-3-carbonyl)-2,4-difluorophenyl)-1-(4-fluorophenyl)-5-(methylsulfonyl)-1H-pyrazole-3-carboxamide BrC=1C(=C(C(=C(C1)NC(=O)C1=NN(C(=C1)S(=O)(=O)C)C1=CC=C(C=C1)F)F)C(=O)C1=CNC2=NC=C(C=C21)Cl)F